C(=O)(O)[C@@H](CC=1C=C(C=CC1)CC(=O)N(CCOC=1C=C(C=CC1)C[C@H](C(=O)O)[C@@H]1CNCC1)CCOC=1C=C(C=CC1)C[C@H](C(=O)O)[C@@H]1CNCC1)[C@@H]1CNCC1 (2S,2'S)-3,3'-(((((2-(3-((S)-2-carboxy-2-((R)-pyrrolidin-3-yl)ethyl)phenyl)acetyl)azanediyl)bis(ethane-2,1-diyl))bis(oxy))bis(3,1-phenylene))bis(2-((R)-pyrrolidin-3-yl)propionic acid)